NC1=NC=C(C2=C1C=NN2COCC[Si](C)(C)C)NC(=O)C(=O)N(CC2=NC=CC=C2)CC(C)C N-[4-amino-1-(2-trimethylsilylethoxymethyl)pyrazolo[4,3-c]pyridin-7-yl]-N'-isobutyl-N'-(2-pyridylmethyl)oxamide